FC=1N=C(N2C1C(=CC(=C2)C2CN(C2)C(CC)C2CCN(CC2)C(C)=O)C2=C(C=C(C=C2)F)C(=O)N2[C@@H](COCC2)C)C 1-(4-{1-[3-(1-fluoro-8-{4-fluoro-2-[(3R)-3-methylmorpholine-4-carbonyl]phenyl}-3-methylimidazo[1,5-a]pyridin-6-yl)azetidin-1-yl]propyl}piperidin-1-yl)ethan-1-one